1-(8-fluoro-1,7-dihydroxybenzo[d][1,2,3]diazaborinin-2(1H)-yl)ethanone FC1=C(C=CC2=C1B(N(N=C2)C(C)=O)O)O